ethyl (E)-5-(((tert-butylsulfinyl)imino)methyl)-2-methylbenzofuran-3-carboxylate C(C)(C)(C)S(=O)\N=C\C=1C=CC2=C(C(=C(O2)C)C(=O)OCC)C1